N-(5-Chloro-6-(2H-1,2,3-triazol-2-yl)pyridin-3-yl)-1-(1-cyanoisochinolin-4-yl)-5-(trifluoromethyl)-1H-pyrazol-4-carboxamid ClC=1C=C(C=NC1N1N=CC=N1)NC(=O)C=1C=NN(C1C(F)(F)F)C1=CN=C(C2=CC=CC=C12)C#N